(2R or S)-N-{4-[4-(cyclopropylmethoxy)-7-(pyridin-2-yl)-5H-pyrrolo[3,2-d]pyrimidin-6-yl]pyridin-2-yl}-4,4-difluoro-2-(4-fluorophenyl)butanamide C1(CC1)COC=1C2=C(N=CN1)C(=C(N2)C2=CC(=NC=C2)NC([C@H](CC(F)F)C2=CC=C(C=C2)F)=O)C2=NC=CC=C2 |o1:22|